5-((2-aminopyrimidin-5-yl)ethynyl)-N-(5-(tert-butyl)-1H-pyrazol-3-yl)nicotinamide NC1=NC=C(C=N1)C#CC=1C=NC=C(C(=O)NC2=NNC(=C2)C(C)(C)C)C1